C(C)(C)(C)OOC1(CC(CC(C1)C)(C)C)OOC(C)(C)C 1,1-Bis-(tert.-butylperoxy)-3,3,5-trimethylcyclohexan